CN(C(C(=O)N[C@@H]1[C@@H](N(CC1)C(=O)OC(C)(C)C)CC=1C=C(C=CC1)C1=CC(=CC=C1)F)=O)C tert-butyl (2S,3S)-3-[2-(dimethylamino)(oxo)acetamido]-2-[(3'-fluoro[1,1'-biphenyl]-3-yl)methyl]pyrrolidine-1-carboxylate